water phosphorite magnesium [Mg+2].P([O-])([O-])[O-].O.P([O-])([O-])[O-].[Mg+2].[Mg+2]